C1CC12CCN(CC2)C=2C=C(C=CC2N2N=NC(=C2)C2=NC(=NC(=C2)NCC=2C=NC=CC2)N2CCC(CC2)(F)F)NS(=O)(=O)CCO N-(3-{6-azaspiro[2.5]octan-6-yl}-4-{4-[2-(4,4-difluoropiperidin-1-yl)-6-{[(pyridine-3-yl)methyl]amino}pyrimidin-4-yl]-1H-1,2,3-triazol-1-yl}phenyl)-2-hydroxyethane-1-sulfonamide